C(C)(C)(C)OC(=O)N1C(OC[C@@H]1C(OS(=O)(=O)C)C1CCN(S1(=O)=O)CC1=CC=C(C=C1)OC)(C)C.CC1=C2C=C(CC2=C(C=C1)C)SC=1CC2=C(C=CC(=C2C1)C)C Bis(4,7-dimethyl-1H-inden-2-yl)sulfane tert-butyl-(4R)-4-((2-(4-methoxybenzyl)-1,1-dioxidoisothiazolidin-5-yl)((methylsulfonyl)oxy)methyl)-2,2-dimethyloxazolidine-3-carboxylate